ClC1=C(C(=CC(=C1)F)F)NC=1N(C2=NC(=NC=C2N1)N[C@H]1C[C@H](CCC1)O)C1CCC(CC1)(C(=O)N)C (1S,4s)-4-(8-(2-chloro-4,6-difluorophenylamino)-2-((1R,3S)-3-hydroxycyclohexylamino)-9H-purin-9-yl)-1-methylcyclohexanecarboxamide